COC(C1=NC=C(C=C1)C=1N=CC2=C(C=CC=C2C1)C1=CC(=C2CCC(N(C2=C1)C)=O)C(C)C)=O.BrC1=C(CC2=NC=CC=C2)C=CC=C1 2-(2-bromobenzyl)pyridine methyl-5-(8-(5-isopropyl-1-methyl-2-oxo-1,2,3,4-tetrahydroquinolin-7-yl)isoquinolin-3-yl)picolinate